6-(n-phenylcarbamyl)-2-naphthalenecarboxamidine C1=CC=C(C=C1)NC(=O)C2=CC3=C(C=C2)C=C(C=C3)C(=N)N